COC(C1=C(C=C(C=C1)N(C(=O)C1=NC(=CC(=C1)C)N(C(C)C)CC)C)C)=O 4-(6-(Ethyl-(isopropyl)amino)-N,4-dimethylpyridine-amido)-2-methylbenzoic acid methyl ester